ethyl 2-((2S,4R)-4-((((9H-fluoren-9-yl)methoxy)carbonyl)amino)-1-(6-chloroimidazo[1,2-a]pyridine-2-carbonyl)pyrrolidin-2-yl)thiazole-4-carboxylate C1=CC=CC=2C3=CC=CC=C3C(C12)COC(=O)N[C@@H]1C[C@H](N(C1)C(=O)C=1N=C2N(C=C(C=C2)Cl)C1)C=1SC=C(N1)C(=O)OCC